BrC1N(C2=CC=CC=C2C(C1)=O)C bromo-1-methyl-2,3-dihydroquinolin-4(1H)-one